BrC=1C(=C(C=CC1)C1=NN(C=N1)C)OC (3-bromo-2-methoxyphenyl)-1-methyl-1H-1,2,4-triazole